C(C1=CC=CC=C1)P(O)(O)(N(C(C)C)C(C)C)CC1=CC=CC=C1.P(O)(O)N phosphoramidous acid (Dibenzyl N,N-diisopropylphosphoramidite)